methyl 1-allyl-1H-1,2,4-triazole-3-carboxylate C(C=C)N1N=C(N=C1)C(=O)OC